ClC1=C(C=C2C(=NNC2=C1)C1=CC(=NC=C1)C)C1C[C@@H]2[C@@H](CN(C2)C2CCS(CC2)(=O)=O)C1 4-((3aR,5s,6aS)-5-(6-chloro-3-(2-methylpyridin-4-yl)-1H-indazol-5-yl)hexahydrocyclopenta[c]pyrrol-2(1H)-yl)tetrahydro-2H-thiopyran 1,1-dioxide